C1(CC1)C(=O)NC1=NC=C(C(=O)NOC)C(=C1)NC1=C(C(=CC=C1)C1=NN(C=C1)C)OCC(F)(F)F 6-(Cyclopropanecarboxamido)-N-methoxy-4-((3-(1-methyl-1H-pyrazol-3-yl)-2-(2,2,2-trifluoroethyl-oxy)phenyl)amino)nicotinamide